COC1=CC=C(C=C1)C1=CC(=NO1)C1=CC=C(C=C1)CS(=O)(=O)N (4-(5-(4-methoxyphenyl)isoxazol-3-yl)phenyl)methanesulfonamide